(E)-4-(3-fluoro-2-(1-methyl-3-(trifluoromethyl)-1H-pyrazol-4-yl)phenyl)-3-methyl-6-(4-(methylamino)but-2-enoyl)-4,5,6,7-tetrahydrothieno[2,3-c]pyridine-2-carbonitrile FC=1C(=C(C=CC1)C1C2=C(CN(C1)C(\C=C\CNC)=O)SC(=C2C)C#N)C=2C(=NN(C2)C)C(F)(F)F